2'-(2-(4-(naphthalen-2-yl)-6-phenyl-1,3,5-triazin-2-yl)phenyl)spiro[cyclopentane-1,9'-fluorene]-6'-carbonitrile C1=C(C=CC2=CC=CC=C12)C1=NC(=NC(=N1)C1=CC=CC=C1)C1=C(C=CC=C1)C1=CC=2C3(C4=CC=C(C=C4C2C=C1)C#N)CCCC3